COC(C([C@@H](CC)C)N1C(C(=CC(=C1)Br)F)=O)=O.C(#N)C=1C=NN(C1)C1=C(C=C(C=C1)NC(CC1=C(C=CC=C1)OC)=O)S(N)(=O)=O N-[4-(4-cyano-1H-pyrazol-1-yl)-3-sulfamoylphenyl]-2-(2-methoxyphenyl)acetamide methyl-(3R)-2-(5-bromo-3-fluoro-2-oxopyridin-1(2H)-yl)-3-methylpentanoate